OC(C)OC1=NN2C(C=CC=C2)=C1N 2-α-hydroxyethoxy-3-amino-pyrazolo[1,5-a]pyridine